tert-butyl (S)-2-(4-ethoxy-4-oxobutyl)piperidine-1-carboxylate C(C)OC(CCC[C@H]1N(CCCC1)C(=O)OC(C)(C)C)=O